BrC=1C=NN(C1CN(C)C)C 1-(4-bromo-1-methyl-1H-pyrazol-5-yl)-N,N-dimethylmethylamine